2-(3-cyclohexylphenyl)-4,4,5,5-tetramethyl-1,3,2-dioxaborolane C1(CCCCC1)C=1C=C(C=CC1)B1OC(C(O1)(C)C)(C)C